C(N1N=C(C(=C1)NC=O)OC1COC1)([2H])([2H])[2H] N-(1-(methyl-d3)-3-(oxetan-3-yloxy)-1H-pyrazol-4-yl)carboxamide